2-[2-[[5-[2-(trimethylammonio)ethoxy]-1,3-benzothiazol-2-yl]methylcarbamoyl]indan-2-yl]acetate C[N+](CCOC=1C=CC2=C(N=C(S2)CNC(=O)C2(CC3=CC=CC=C3C2)CC(=O)[O-])C1)(C)C